FC1(CNCC[C@H]1C=1C=C(N(C)[C@H]2C(NC(CC2)=O)=O)C=CC1)F (3R)-3-[3-[(4S)-3,3-difluoro-4-piperidyl]-N-methyl-anilino]piperidine-2,6-dione